COCCN1CCN(CC1)C1=CC(=NC=C1)NC=1SC2=C(N1)C=CC(=C2)C=2C=NNC2 N-(4-(4-(2-methoxyethyl)piperazin-1-yl)pyridin-2-yl)-6-(1H-pyrazol-4-yl)benzo[d]thiazol-2-amine